butyl ((S)-(((2R,3S,4R,5S)-5-(4-aminopyrrolo[2,1-f][1,2,4]triazin-7-yl)-2-cyano-3,4-dihydroxytetrahydrofuran-2-yl)methoxy)(phenoxy)phosphoryl)-L-alaninate NC1=NC=NN2C1=CC=C2[C@H]2[C@@H]([C@@H]([C@@](O2)(C#N)CO[P@](=O)(OC2=CC=CC=C2)N[C@@H](C)C(=O)OCCCC)O)O